N-((1H-benzo[d]imidazol-5-yl)methyl)-N-(3-methoxybenzyl)-4-((4-methylpiperazin-1-yl)methyl)oxazol-2-amine N1C=NC2=C1C=CC(=C2)CN(C=2OC=C(N2)CN2CCN(CC2)C)CC2=CC(=CC=C2)OC